C1(CCCCC1)N(S(=O)(=O)N)N1SC2=C(C=C1)C=CC=C2 N-cyclohexyl-2-benzothiazinylsulfamide